CC1(OC(CCC1)(C=C)C)C 2,2,6-trimethyl-6-vinyltetrahydro-2H-pyran